N-(tert-butoxycarbonyl)-2-(2-aminoethoxy)ethylamine C(C)(C)(C)OC(=O)NCCOCCN